4-[(2R)-3-(3,4-dihydro-1H-isoquinolin-2-yl)-2-hydroxy-propyl]-8-[(3S)-tetrahydrofuran-3-yl]oxy-2,3-dihydro-1,4-benzoxazepin-5-one C1N(CCC2=CC=CC=C12)C[C@H](CN1CCOC2=C(C1=O)C=CC(=C2)O[C@@H]2COCC2)O